COC(C1=C(N=C(C=C1)Cl)NC1=C(C=CC=C1)F)=O 6-chloro-2-(2-fluorophenylamino)nicotinic acid methyl ester